2-((4-(1H-tetrazol-1-yl)phenyl)sulphonamido)-N-(3-phenylbicyclo[1.1.1]pentan-1-yl)-4-(trifluoromethyl)benzamide N1(N=NN=C1)C1=CC=C(C=C1)S(=O)(=O)NC1=C(C(=O)NC23CC(C2)(C3)C3=CC=CC=C3)C=CC(=C1)C(F)(F)F